C(CCC)CCOF perfluoro 2-butyl-ethyl ether